N-(isopropylcarbamoyl)-1-(oxetan-2-ylmethyl)-1H-benzimidazole-6-sulfonamide C(C)(C)NC(=O)NS(=O)(=O)C=1C=CC2=C(N(C=N2)CC2OCC2)C1